(1R,4R)-2-(4-methoxybenzyl)-2,5-diazabicyclo[2.2.1]heptane-3-one COC1=CC=C(CN2[C@H]3CN[C@@H](C2=O)C3)C=C1